(3S,4R)-1-(6-ethyl-8-fluoro-4-methyl-3-(1-methyl-1H-pyrazol-3-yl)quinolin-2-yl)-3-fluoro-N-((S)-tetrahydrofuran-3-yl)piperidin-4-amine C(C)C=1C=C2C(=C(C(=NC2=C(C1)F)N1C[C@@H]([C@@H](CC1)N[C@@H]1COCC1)F)C1=NN(C=C1)C)C